N4-(benzo[d][1,3]dioxol-5-yl)-N2-(3-phenoxyphenyl)-5-(trifluoromethyl)pyrimidine-2,4-diamine O1COC2=C1C=CC(=C2)NC2=NC(=NC=C2C(F)(F)F)NC2=CC(=CC=C2)OC2=CC=CC=C2